1-(6-((4-(4-aminothiophen-2-yl)-5-(trifluoromethyl)pyrimidin-2-yl)amino)-7-chloro-3,4-dihydroisoquinolin-2(1H)-yl)-2,2,2-trifluoroethan-1-one NC=1C=C(SC1)C1=NC(=NC=C1C(F)(F)F)NC=1C=C2CCN(CC2=CC1Cl)C(C(F)(F)F)=O